C1(=CC=CC=C1)CCCOC1=CC=C2C=CC(C2=C1)=O 6-(3-phenylpropoxy)-1H-inden-1-one